(+/-)-2,5,7,8-tetramethyl-2-(4,8,12-trimethyltridecyl)-6-chromanol acetate C(C)(=O)OC=1C(=C2CCC(OC2=C(C1C)C)(CCCC(CCCC(CCCC(C)C)C)C)C)C